C1(CCC(CC1)CCC(=O)O)CCC(=O)O 4-cyclohexanedipropionic acid